6-(4,4,5,5-tetramethyl-1,3,2-dioxaborolan-2-yl)-3,4-dihydro-2H-pyrano[2,3-b]pyridine CC1(OB(OC1(C)C)C=1C=C2C(=NC1)OCCC2)C